N-((1S,2R)-2-((tert-butyldimethylsilyl)oxy)-2,3-dihydro-1H-inden-1-yl)-2-(5-(5-chloro-2-((oxan-4-yl)amino)pyrimidin-4-yl)-1-(2-hydroxyethyl)-3-oxoisoindolin-2-yl)acetamide [Si](C)(C)(C(C)(C)C)O[C@H]1[C@H](C2=CC=CC=C2C1)NC(CN1C(C2=CC=C(C=C2C1=O)C1=NC(=NC=C1Cl)NC1CCOCC1)CCO)=O